N-(5-Hydroxypentyl)trifluoroacetamide OCCCCCNC(C(F)(F)F)=O